C(C)[C@@]12CNC[C@@H](CC1)N2C(=O)OC(C)(C)C tert-butyl (1S,5R)-1-ethyl-3,8-diazabicyclo[3.2.1]octane-8-carboxylate